C(C)(C)C1=C(C(=CC=C1)C(C)C)N1C(=NC2=CC(=C(C=C2C1=O)/C=C/C(=O)OCC)F)C (E)-ethyl 3-(3-(2,6-diisopropylphenyl)-7-fluoro-2-methyl-4-oxo-3,4-dihydroquinazolin-6-yl)acrylate